CN(C)C1C2C=CC(C1)C2 N,N-dimethylbicyclo[2.2.1]hept-5-en-2-ylamine